[3-[(8-chloro-[1,2,4]triazolo[4,3-a]quinazolin-5-yl)-methyl-amino]phenyl]-2-(1-methylcyclopropyl)but-3-yn-2-ol ClC1=CC=C2C(=NC=3N(C2=C1)C=NN3)N(C=3C=C(C=CC3)CC(C#C)(O)C3(CC3)C)C